BrC1=CC=C(C=C1)N(C=C(C#N)C1CCCC1)CC#N 3-((4-bromophenyl)(cyanomethyl)amino)-2-cyclopentyl-acrylonitrile